racemic-2-(2-oxopyrrolidin-1-yl)butanamide O=C1N(CCC1)[C@@H](C(=O)N)CC |r|